OC1=CC=C(CC2=NC3=CC=CC=C3C(N2)=O)C=C1 2-(4-hydroxybenzyl)-4(3H)-quinazolinone